tert-butyl (5-bromo-4-fluoro-2-(2,2,2-trifluoro-1-hydroxyethyl)phenyl)carbamate BrC=1C(=CC(=C(C1)NC(OC(C)(C)C)=O)C(C(F)(F)F)O)F